(4-((6,7-dimethoxyquinazolin-4-yl)oxy)phenyl)-N-(4-fluoro-3-(trifluoromethyl)phenyl)-2-oxoacetamide COC=1C=C2C(=NC=NC2=CC1OC)OC1=CC=C(C=C1)C(C(=O)NC1=CC(=C(C=C1)F)C(F)(F)F)=O